NC(=C1C(N(C(N(C1=O)C1CCC(CC1)(C)CN1C(NC(C1(C)C)=O)=O)=O)CCCCO)=O)N 5-(Diaminomethylene)-1-((1s,4s)-4-((5,5-dimethyl-2,4-dioxoimidazolidin-1-yl)methyl)-4-methylcyclohexyl)-3-(4-hydroxybutyl)pyrimidine-2,4,6(1H,3H,5H)-trione